[Ca+2].P(=O)(ONC([C@@](CCN1C(C=C(C(=C1)F)C1=C(C=C(C=C1)OC)F)=O)(S(=O)(=O)C)C)=O)([O-])[O-] (R)-4-(5-fluoro-4-(2-fluoro-4-methoxyphenyl)-2-oxopyridin-1(2H)-yl)-2-methyl-2-(methylsulfonyl)butanamido phosphate, calcium salt